(2's)-2'-deoxy-2'-fluoro-5-ethynyl-uridine F[C@@H]1[C@@H](O[C@@H]([C@H]1O)CO)N1C(=O)NC(=O)C(=C1)C#C